2-(2-(1-(Cyclopropylsulfonyl)-1H-pyrazol-4-yl)pyrimidin-4-yl)-N4-(1-(2,2-difluoroethyl)piperidin-4-yl)-5-(1-(difluoromethyl)-1H-pyrazol-3-yl)pyridine-2,4-diamine C1(CC1)S(=O)(=O)N1N=CC(=C1)C1=NC=CC(=N1)C1(NC=C(C(=C1)NC1CCN(CC1)CC(F)F)C1=NN(C=C1)C(F)F)N